8-((1H-pyrazolo[4,3-b]pyridin-5-yl)oxy)-5-methyl-3-((6-methylpyridin-2-yl)methyl)-3,5-dihydro-4H-pyridazino[4,5-b]indol-4-one N1N=CC2=NC(=CC=C21)OC2=CC=1C3=C(N(C1C=C2)C)C(N(N=C3)CC3=NC(=CC=C3)C)=O